N[C@@H](C(=O)SCCNC(CCNC([C@@H](C(COP(OP(OC[C@@H]1[C@H]([C@H]([C@@H](O1)N1C=NC=2C(N)=NC=NC12)O)OP(=O)(O)O)(=O)O)(=O)O)(C)C)O)=O)=O)C(=O)O (2R)-aminomalonyl-CoA